CC1=C(C=NN1C1CC2(CN(C2)C2COC2)C1)NC1=NC2=CC(=CC=C2C=N1)N1C2CCC(C1=O)C2 2-(2-((5-methyl-1-(2-(oxetan-3-yl)-2-azaspiro[3.3]heptan-6-yl)-1H-pyrazol-4-yl)amino)quinazolin-7-yl)-2-azabicyclo[2.2.1]heptan-3-one